Ethyl 6-(2,3-dihydro-1,4-benzodioxin-6-yl)-4-oxo-3-(trifluoromethyl)-4,5-dihydropyrazolo[1,5-a]-pyrazine-2-carboxylate O1CCOC2=C1C=CC(=C2)C=2NC(C=1N(C2)N=C(C1C(F)(F)F)C(=O)OCC)=O